CN(C(CN1C(COC2=C(C1=O)OC1=C2C=C(C=C1)C(F)(F)F)(C(=O)NCC1=C(C=CC=C1OC)F)C)=O)C 4-(2-(dimethylamino)-2-oxoethyl)-N-(2-fluoro-6-methoxybenzyl)-3-methyl-5-oxo-9-(trifluoromethyl)-2,3,4,5-tetrahydrobenzofuro[2,3-f][1,4]oxazepine-3-carboxamide